FC1=NC(=CC=C1N1CCN(CC1)CC=1C=C2NC(C=3N(C2=CC1)N=C(C3F)C)=O)C(NC)=O 7-((4-(2-fluoro-6-(methylcarbamoyl)pyridin-3-yl)piperazin-1-yl)methyl)-3-fluoro-2-methylpyrazolo[1,5-a]quinoxalin-4(5H)-one